C1(CC1)S(=O)(=O)N1C[C@H]([C@@H](CC1)NC1=NN2C(C=N1)=C(C=C2C2=C(C(=CC=C2F)C)F)F)F N-((3R,4R)-1-(cyclopropylsulfonyl)-3-fluoropiperidin-4-yl)-7-(2,6-difluoro-3-methylphenyl)-5-fluoropyrrolo[2,1-f][1,2,4]triazin-2-amine